(R)-3-cyclopropyl-1-(5-((3-(4-methyl-1-oxo-1,3-dihydroisobenzofuran-5-yl)piperazin-1-yl)methyl)pyrimidin-2-yl)-1H-pyrazole-4-carbonitrile C1(CC1)C1=NN(C=C1C#N)C1=NC=C(C=N1)CN1C[C@H](NCC1)C=1C(=C2COC(C2=CC1)=O)C